ClC=1C=CC(=C(C1)[C@H](C=1NC2=CC=CC=C2C1)NC(=O)C=1C=C(C=CC1)C1=CC=C(C=C1)OS(=O)(=O)C(F)(F)F)OC (R)-3'-(((5-chloro-2-methoxyphenyl) (1H-indol-2-yl) methyl) carbamoyl)-[1,1'-biphenyl]-4-yl-triflate